CC1=CC(=C(C=C1)C2=N[C@@](C(=O)N2)(C)C(C)C)C(=O)O The molecule is a 2-(4-isopropyl-4-methyl-5-oxo-4,5-dihydro-1H-imidazol-2-yl)-5-methylbenzoic acid in which the chiral centre has S configuration. It is an enantiomer of a 6-[(4R)-4-isopropyl-4-methyl-5-oxo-2-imidazolin-2-yl]-m-toluic acid.